FC1=CC=CC=2C3CC[C@@]4(C(C[C@H](C4C3CCC12)CCC(=O)NC=1N=NC(=CC1)OC)=O)C 3-((13S,15R)-4-fluoro-13-methyl-17-oxo-7,8,9,11,12,13,14,15,16,17-decahydro-6H-cyclopenta[a]phenanthren-15-yl)-N-(6-methoxypyridazin-3-yl)propanamide